4-bromo-2-nitro-6-(trifluoromethyl)phenol BrC1=CC(=C(C(=C1)C(F)(F)F)O)[N+](=O)[O-]